tert-Butyl 2,2-dimethyl-4-[4-[(6-sulfamoyl-2-pyridyl)amino]butyl]pyrrolidine-1-carboxylate CC1(N(CC(C1)CCCCNC1=NC(=CC=C1)S(N)(=O)=O)C(=O)OC(C)(C)C)C